NC1=NC(=NN1S(=O)(=O)C1=C2C=CC(=CC2=CC=C1)C#N)NC1=CC=C(C=C1)C#N 5-[[5-amino-3-(4-cyanoanilino)-1,2,4-triazol-1-yl]sulfonyl]naphthalene-2-carbonitrile